2-methyl-1-(4-(methylthio)phenyl)-2-morpholinopropane-1-one CC(C(=O)C1=CC=C(C=C1)SC)(C)N1CCOCC1